(4S)-4-amino-N,N-dimethyl-pent-2-ynamide N[C@H](C#CC(=O)N(C)C)C